ClC=1C(=C(C=CC1)NC1=C(NC2=C1C(NCC2)=O)C2=C(C=NC=C2)C#C[C@@H]2N(CCOC2)C(C=C)=O)OC 3-[(3-chloro-2-methoxyphenyl)amino]-2-(3-{2-[(3S)-4-(prop-2-enoyl)morpholin-3-yl]ethynyl}pyridine-4-yl)-1H,5H,6H,7H-pyrrolo[3,2-c]pyridin-4-one